O1[C@@H](CC1)CN1C(=NC2=C1C=C(C=C2)C(=O)O)CN2CC1=CC(=CC=C1CC2)OCC=2C=C1C=CC=NC1=CC2 (S)-1-((oxetan-2-yl)methyl)-2-((7-((quinolin-6-yl)methoxy)-3,4-dihydroisoquinolin-2(1H)-yl)methyl)-1H-benzo[d]imidazole-6-carboxylic acid